C(#N)C=1C=CC(=C2C=CC=NC12)N1C[C@@]2(C[C@@]2(C1)C(F)(F)F)C(=O)NN (1S,5R)-3-(8-cyanoquinolin-5-yl)-5-(trifluoromethyl)-3-azabicyclo[3.1.0]Hexane-1-carbohydrazide